1-(1-(1,3-dihydroxy-2-methylpropan-2-yl)-1H-pyrazol-4-yl)-6-methylpiperidine-3-carbohydrazide OCC(CO)(C)N1N=CC(=C1)N1CC(CCC1C)C(=O)NN